C(C)OC1=NC=CC=C1C1=CC(=C2C(=N1)C=NN2C(C)C)NCC2=CC=C(C=C2)C 5-(2-ethoxy-3-pyridyl)-1-isopropyl-N-(p-tolylmethyl)pyrazolo[4,3-b]pyridin-7-amine